6-(2,6-difluoro-3-methoxyphenyl)-5-fluoropyridine-2-carboxylic acid FC1=C(C(=CC=C1OC)F)C1=C(C=CC(=N1)C(=O)O)F